3-butylene succinate C1(CCC(=O)OCCCCO1)=O